(R)-2-(3-(3-(fluoro(4-methyl-4H-1,2,4-triazol-3-yl)methyl)oxetan-3-yl)phenyl)-4-methoxyisoindolin-1-one F[C@H](C1(COC1)C=1C=C(C=CC1)N1C(C2=CC=CC(=C2C1)OC)=O)C1=NN=CN1C